C(C)(C)(C)OC(=O)N1CC2COC3=C(CN2CC1)C(=NC(=C3Cl)C3=C(C=CC=C3)F)Br 1-bromo-4-chloro-3-(2-fluorophenyl)-6a,7,9,10-tetrahydro-6H-pyrazino[2,1-c]pyrido[3,4-f][1,4]oxazepin-8(12H)-carboxylic acid tert-butyl ester